3-((S)-2-((E)-3-(4-Chloro-2-fluorophenyl)acrylamido)-3-cyclopropylpropanamido)-N-ethyl-2-oxo-4-((S)-2-oxopyrrolidin-3-yl)butanamid ClC1=CC(=C(C=C1)/C=C/C(=O)N[C@H](C(=O)NC(C(C(=O)NCC)=O)C[C@H]1C(NCC1)=O)CC1CC1)F